CN(C(OCC1=CC=CC=C1)=O)CCN(C(C1=CC(=CC=C1)C1=CC(=CC=C1)[C@@H](C)NC(C1=C(C=CC(=C1)N1CCN(CC1)C)C)=O)=O)C benzyl N-methyl-N-[2-[methyl-[3-[3-[(1R)-1-[[2-methyl-5-(4-methylpiperazin-1-yl)benzoyl]amino]ethyl]phenyl]benzoyl]amino]ethyl]carbamate